2-(4,6-dimethoxypyrimidin-5-yl)-1-methyl-1H-pyrrolo[2,3-c]pyridin-5-amine COC1=NC=NC(=C1C1=CC=2C(=CN=C(C2)N)N1C)OC